2-(trifluoromethyl)pyrido[3,2-d]pyrimidin-4(1H)-one FC(C1=NC(C2=C(N1)C=CC=N2)=O)(F)F